2-(1-(cyclopropylsulfonyl)-1H-pyrazol-4-yl)-N-(5-((1-methyl-1H-pyrazol-4-yl)ethynyl)-4-(4-methylpiperazin-1-yl)pyridin-2-yl)pyrimidin-4-amine C1(CC1)S(=O)(=O)N1N=CC(=C1)C1=NC=CC(=N1)NC1=NC=C(C(=C1)N1CCN(CC1)C)C#CC=1C=NN(C1)C